N-((1R,2R)-1-(3-chloro-4-cyclopropoxyphenyl)-1-hydroxy-3-(pyrrolidin-1-yl)propan-2-yl)-1-(4-chlorophenyl)pyrrolidine-3-carboxamide ClC=1C=C(C=CC1OC1CC1)[C@H]([C@@H](CN1CCCC1)NC(=O)C1CN(CC1)C1=CC=C(C=C1)Cl)O